1,4-dibromo-trans-but-2-ene BrC\C=C\CBr